N1(CCCC1)CCNC(OC(CCCO[Si](C)(C)C(C)(C)C)CCCCCCCC)=O 1-((tert-butyldimethylsilyl)oxy)dodecan-4-yl (2-(pyrrolidin-1-yl)ethyl)carbamate